1-(2-amino-2-oxoethyl)-4-(2-(7,8-dimethyl-[1,2,4]triazolo[1,5-a]pyridin-6-yl)-3-isopropyl-1H-indol-5-yl)-1-((phosphonooxy)methyl)piperidin-1-ium trifluoroacetate FC(C(=O)[O-])(F)F.NC(C[N+]1(CCC(CC1)C=1C=C2C(=C(NC2=CC1)C=1C(=C(C=2N(C1)N=CN2)C)C)C(C)C)COP(=O)(O)O)=O